BrC=1C=C2CCC(CC2=CC1)=O 6-bromo-3,4-dihydro-2-naphthalenone